1,2,3-triazine-5-formic acid N1=NN=CC(=C1)C(=O)O